CC1=NOC(=N1)C=1C=C(CON2C(C3=CC=CC=C3C2=O)=O)C=CC1 2-((3-(3-methyl-1,2,4-oxadiazol-5-yl)benzyl)oxy)isoindole-1,3-dione